(E)-2-(4-chlorophenyl)-3-[(2-methylpropan-2-yl)oxycarbonyl-propan-2-ylamino]2-propenoic acid ClC1=CC=C(C=C1)/C(/C(=O)O)=C\N(C(C)C)C(=O)OC(C)(C)C